[N+](=O)([O-])C1=CC=CC=2C(NCCOC21)=S 9-nitro-3,4-dihydrobenzo[f][1,4]oxazepine-5(2H)-thione